ClC=1C=C(C=CC1C1CC1)C=1C=C2CCC(C2=C(C1)C)N1CC(C1)(O)C (5-(3-chloro-4-cyclopropylphenyl)-7-methyl-2,3-dihydro-1H-inden-1-yl)-3-methylazetidin-3-ol